ClC1=C(C=CC=C1)C1=C(C(=CC=C1)C=1C=CC=2N(C1)C=C(N2)CNC[C@H]2NC(CC2)=O)Cl 2,2'-dichloro-3'-(2-(((((S)-5-oxopyrrolidin-2-yl)methyl)amino)methyl)imidazo[1,2-a]pyridin-6-yl)-[1,1'-biphenyl]